1-[(4-Chlorophenyl)methyl]-3-[2-hydroxy-3-(1,2,3,4-tetrahydroisoquinolin-2-yl)propyl]-1,2,3,4-tetrahydroquinazoline-2,4-dione ClC1=CC=C(C=C1)CN1C(N(C(C2=CC=CC=C12)=O)CC(CN1CC2=CC=CC=C2CC1)O)=O